dimethyl-silanediyl-(2-methyl-1H-inden-1-yl)(2-methyl-4-phenyl-1,5,6,7-tetrahydro-s-indacen-1-yl)zirconium chloride [Cl-].C[Si](=[Zr+](C1C(=CC2=C(C=3CCCC3C=C12)C1=CC=CC=C1)C)C1C(=CC2=CC=CC=C12)C)C